ClC=1C=C(C=CC1)N(C1=CC(N(C=2C=CC(=NC12)C#N)C)=O)CC1CC1 8-((3-chlorophenyl)(cyclopropylmethyl)amino)-5-methyl-6-oxo-5,6-dihydro-1,5-naphthyridine-2-carbonitrile